tert-butyl 4-[(1-chloroisoquinolin-5-yl)sulfonyl]piperazine-1-carboxylate ClC1=NC=CC2=C(C=CC=C12)S(=O)(=O)N1CCN(CC1)C(=O)OC(C)(C)C